2-(1-(2,2-dimethyl-1,3-dioxolan-4-yl)ethyl)-3,4-dihydronaphthalen-1(2H)-one CC1(OCC(O1)C(C)C1C(C2=CC=CC=C2CC1)=O)C